FC1=C(C=C(C2=C1CCO2)C2=CC=C(C=C2)C(C)C)NCC(C(=O)O)=C 2-[[[4-fluoro-7-(4-isopropylphenyl)-2,3-dihydrobenzofuran-5-yl]amino]methyl]prop-2-enoic acid